[Cl-].[Cl-].CCC(C(C)(C)C)(C)[Ti+2](N)C1C=CC=C1 tetramethyl-cyclopentadienyl-tertiary butyl-amino-titanium dichloride